N-[(1S)-3-(difluoromethyl)-1-(4-formylcyclohexyl)pyrazol-4-yl]-5-[(2R,6S)-2,6-dimethyl-morpholin-4-yl]pyrazolo[1,5-a]pyrimidine-3-carboxamide FC(C1=NN(C=C1NC(=O)C=1C=NN2C1N=C(C=C2)N2C[C@H](O[C@H](C2)C)C)C2CCC(CC2)C=O)F